N[C@H]1[C@H](N(CC1)C(=O)OC(C)(C)C)CC tert-butyl (2R,3R)-3-amino-2-ethylpyrrolidine-1-carboxylate